1-(2-morpholino-2-oxoethyl)-1H-pyrazol O1CCN(CC1)C(CN1N=CC=C1)=O